NC=1C=2N(C=CN1)C(=NC2C)[C@@H](C)C=2C(=C(C(=O)N[C@@H]1C[C@@H](C1)O)C(=C(C2)Cl)F)OC(C)C 3-((S)-1-(8-amino-1-methylimidazo[1,5-a]pyrazin-3-yl)ethyl)-5-chloro-6-fluoro-N-((cis)-3-hydroxycyclobutyl)-2-isopropoxybenzamide